COC1=CC=C(CN(C2=NC(=NC=3N2N=CC3C#N)S(=O)(=O)C)[C@@H]3[C@H](C3)C)C=C1 4-((4-methoxybenzyl)((1S,2S)-2-methylcyclopropyl)amino)-2-(methyl-sulfonyl)pyrazolo[1,5-a][1,3,5]triazine-8-carbonitrile